2-[2-(2-methoxyethoxy)ethoxy]ethanol ammonium boron [B+3].[NH4+].COCCOCCOCCO